NC1=C(C(=CC(=N1)C=1C=C2[C@@H](N(C(C2=CC1)=O)C1C(NC(CC1)=O)=O)C)C)C 3-((S)-5-(6-Amino-4,5-dimethylpyridin-2-yl)-3-methyl-1-oxoisoindolin-2-yl)piperidine-2,6-dione